2-((dimethylamino)methylene)-3-oxo-4-(trifluoromethyl)pyrrolidine-1-carboxylic acid tert-butyl ester C(C)(C)(C)OC(=O)N1C(C(C(C1)C(F)(F)F)=O)=CN(C)C